C(CCCCCCCCCCCCCCCCCCCCCCCC(=O)N)CCCCCCCCCCCCCCCCCCCCCCCC(=O)N methylenebis-lignoceric acid amide